N[C@H](C(=O)NC1=CC=C(C(=O)O)C=C1)CC1=CC=C(C=C1)NC(=O)N1CCOCC1 (S)-4-(2-amino-3-(4-(morpholin-4-amido)phenyl)propanamido)benzoic acid